N-(2-{3-[(4-methanesulfonyl-2-methoxyphenyl)amino]prop-1-yn-1-yl}-6-(methoxymethoxy)-3-(2,2,2-trifluoroethyl)imidazo[1,2-a]pyridin-8-yl)-1-methylpiperidin-4-amine CS(=O)(=O)C1=CC(=C(C=C1)NCC#CC=1N=C2N(C=C(C=C2NC2CCN(CC2)C)OCOC)C1CC(F)(F)F)OC